FC1=CC=C2C(CNC2=C1)C 6-fluoro-3-methylindoline